ClC1=C(N)C(=CC=C1)[N+](=O)[O-] 2-chloro-6-nitroaniline